CNC(C1=C(C=C(C=C1)NC1(CCC1)C#N)F)=O N-methyl-4-(1-cyanocyclobutylamino)-2-fluorobenzamide